dimethylcyclohexanedicarboxylate COC(=O)C1(CCCCC1)C(=O)OC